ClC=1C=C(C=2N(N1)C(=CN2)C(=O)N[C@@H]2[C@@H](C2)F)NC 6-chloro-N-((1S,2R)-2-fluorocyclopropyl)-8-(methylamino)imidazo[1,2-b]pyridazine-3-carboxamide